4-((2-(1-Isopropyl-1H-pyrazol-4-yl)pyridin-4-yl)((4-(4-methoxy-3-methylphenyl)bicyclo[2.2.2]octan-1-yl)methyl)carbamoyl)(trans-cyclohexyl) 3-hydroxyazetidine-1-carboxylate OC1CN(C1)C(=O)O[C@@H]1CC[C@H](CC1)C(N(CC12CCC(CC1)(CC2)C2=CC(=C(C=C2)OC)C)C2=CC(=NC=C2)C=2C=NN(C2)C(C)C)=O